6-(2-(Ethoxymethoxy)-6-methyl-4-(trifluoromethyl)phenyl)pyridazine-3-carbaldehyde C(C)OCOC1=C(C(=CC(=C1)C(F)(F)F)C)C1=CC=C(N=N1)C=O